4-methyl-2'-(methylthio)-2,3,5',8'-tetrahydro-3'h-spiro[indene-1,7'-quinazoline]-4'(6'H)-one CC1=C2CCC3(CCC=4C(NC(=NC4C3)SC)=O)C2=CC=C1